O=C1NC(CC[C@@H]1NC(=O)C1=CSC=C1)=O (S)-N-(2,6-dioxo-3-piperidinyl)-3-thiophenecarboxamide